ClC1=C(C#N)C=CC(=C1)N1[C@H](CN([C@@H](C1)C)C(=O)C=1C=NC(=NC1)N1CCC(CC1)C=O)C 2-chloro-4-((2S,5R)-4-(2-(4-formylpiperidin-1-yl)pyrimidine-5-carbonyl)-2,5-dimethylpiperazin-1-yl)benzonitrile